C(#N)C1=CC=C(C=C1)C=1N=C2C(=NC1)N=C(S2)NC(=O)C=2C=NC(=CC2C2=C(C=CC=C2)C#C)C N-(6-(4-cyanophenyl)thiazolo[4,5-b]pyrazin-2-yl)-4-(2-ethynylphenyl)-6-methylpyridine-3-formamide